C(C)NS(=O)(=O)C=1C(=C(C(=NC1)N)F)CC=1C=NC=C(C1C)NC1=C(C=C(C=C1)C)F (ethylsulfamoyl)-3-fluoro-4-[[5-(2-fluoro-4-methyl-anilino)-4-methyl-3-pyridinyl]methyl]pyridin-2-amine